C(CC)NC(O[C@H]1C[C@H](CC1)C1=CC(=NN1)NC(CC1=C(C=CC=C1)S(NC)(=O)=O)=O)=O (1R,3S)-3-[3-({[2-(methylsulfamoyl)-phenyl]acetyl}amino)-1H-pyrazol-5-yl]cyclopentyl propylcarbamate